(2R)-6-(2-((2-aminoethyl)amino)-4,5-dihydro-1H-imidazol-4-yl)-chroman NCCNC=1NCC(N1)C=1C=C2CCCOC2=CC1